1-(3-butylheptyl) 21-heptyl 11-isothiocyanatohenicosanedioate N(=C=S)C(CCCCCCCCCC(=O)OCCC(CCCC)CCCC)CCCCCCCCCC(=O)OCCCCCCC